5-benzyl-3-((1,2,3,4-tetrahydronaphthalene-1-carboxamido)methyl)-4,5-dihydroisoxazole C(C1=CC=CC=C1)C1CC(=NO1)CNC(=O)C1CCCC2=CC=CC=C12